N-(3,4-dichlorobenzyl)propynylamine ClC=1C=C(CNC#CC)C=CC1Cl